1-carboxy-8-Methoxypyrimido[4,5-c][1,8]naphthyridine-1-ol tert-butyl-4-((3-(4-nitrophenyl)-3,6-diazabicyclo[3.2.1]octan-6-yl)methyl)piperidine-1-carboxylate C(C)(C)(C)C1N(CCC(C1)CN1C2CN(CC(C1)C2)C2=CC=C(C=C2)[N+](=O)[O-])C(=O)OC2(NC=NC=1C=NC=3N=C(C=CC3C12)OC)C(=O)O